ClC1=C(C=C(C=C1)F)C=1SC(C(C1[N+](=O)[O-])O)CC1=CC=C(C=C1)OC (2-chloro-5-fluorophenyl)-4-hydroxy-5-(4-methoxybenzyl)-3-nitro-4,5-dihydrothiophene